C(C)(C)C1=CC=C(C2=CC=C(C2=C1)C)C 7-iso-propyl-1,4-dimethylazulene